ClC=1C(N(C=CC1Cl)C1=CC=C(C=C1)N1N=NC(=C1C(F)(F)F)C(=O)NCC)=O 1-(4-(3,4-dichloro-2-oxopyridin-1(2H)-yl)phenyl)-N-ethyl-5-(trifluoromethyl)-1H-1,2,3-triazole-4-carboxamide